ClC1=NC=CC(=N1)NCC1=CC=C(C=C1)C1=NOC(=N1)C 2-chloro-N-(4-(5-methyl-1,2,4-oxadiazol-3-yl)benzyl)pyrimidin-4-amine